FC=1C=CC=C2C=C(C=NC12)C1=NC(C(C2=C(C=CC=C12)F)(C)C)(C)C 8-fluoro-3-(5-fluoro-3,3,4,4-tetramethyl-3,4-dihydroisoquinolin-1-yl)-quinoline